FC1(CCC(CC1)[C@@H](C=1N=C2N(N=CC(=N2)C2N(CCC(C2)(C)O)C(=O)OC(C)(C)C)C1)NC(=O)C1=NON=C1C)F tert-Butyl 2-(6-{(S)-(4,4-difluorocyclohexyl)[(4-methyl-1,2,5-oxadiazole-3-carbonyl)-amino]methyl}imidazo[1,2-b][1,2,4]triazin-3-yl)-4-hydroxy-4-methylpiperidine-1-carboxylate